ClC=1C(=NC(=CN1)Cl)N1CCC(CC1)C(=O)OC(C)(C)C tert-Butyl 1-(3,6-dichloropyrazin-2-yl)piperidine-4-carboxylate